deca-4,6-diyn CCCC#CC#CCCC